(2S)-2-amino-2-phenylethanol N[C@H](CO)C1=CC=CC=C1